5-(imidazo[1,2-a]pyrimidin-6-yl)-7H-pyrrolo[2,3-d]pyrimidin-2-amine N=1C=CN2C1N=CC(=C2)C2=CNC=1N=C(N=CC12)N